4-(2-fluoroethoxy)-N-(4-(3-(pyridin-2-yl)-3,8-diazabicyclo[3.2.1]octan-8-yl)phenyl)benzamide FCCOC1=CC=C(C(=O)NC2=CC=C(C=C2)N2C3CN(CC2CC3)C3=NC=CC=C3)C=C1